FC1=CC=C(C(=O)N2[C@H](C=3N(CC2)C(=NC3N3C(CCC3)=O)C=3SC=C(N3)C(F)(F)F)C)C=C1 (S)-1-(7-(4-fluorobenzoyl)-8-methyl-3-(4-(trifluoromethyl)thiazol-2-yl)-5,6,7,8-tetrahydroimidazo[1,5-a]pyrazin-1-yl)pyrrolidin-2-one